[Cl-].CC(=C\C(=C/C=NS(=O)(=O)C1=CC=C(C=C1)[N+](=O)[O-])\[NH+]1CCCC1)C (2E)-N-{5-Methyl-1-[(4-nitrophenyl)sulfonylimino]hexa-2,4-dien-3-yl}pyrrolidine-1-ium chloride